3,5-bis[trichloromethyl]pyridine ClC(C=1C=NC=C(C1)C(Cl)(Cl)Cl)(Cl)Cl